[S].COCOC1=C(C(=CC(=C1P(C1CCCCC1)C1CCCCC1)C1=C(C=C(C=C1C(C)C)C(C)C)C(C)C)C1=C(C=C(C=C1C(C)C)C(C)C)C(C)C)P(C1=CC=CC=C1)C1=CC=CC=C1 1-methoxymethoxy-3,5-bis(2,4,6-triisopropylphenyl)-2-(diphenylphosphino)-6-(dicyclohexylphosphino)benzene sulfur